ClCC[C@@H](O)C=1SC(=CC1)Br (R)-3-chloro-1-(5-bromothiophen-2-yl)propan-1-ol